FC(C1=NC=CC(=C1)CN)(F)F 1-[2-(trifluoromethyl)pyridin-4-yl]methanamine